C(C)OC(C(=O)O)CC1=CC=C(C=C1)OCCC1=CC=C(C=C1)OS(=O)(=O)C 2-ethoxy-3-(4-(4-((methylsulfonyl)oxy)phenethyloxy)phenyl)propanoic acid